O=S(N1CCN(CC1)C1=NC=CC(=C1)F)(C=C)=O 4-[dioxo(vinyl)-λ6-sulfanyl]-1-(4-fluoropyridin-2-yl)piperazine